OC1=CC=C(CCNC([C@H](CCCCNC(=O)C2=C(C=C3C=CC(=CC3=C2)S(=O)(=O)[O-])O)NC(=O)C2=C(C=C3C=CC(=CC3=C2)S(=O)(=O)[O-])O)=O)C=C1.C(C)[NH+](CC)CC.C(C)[NH+](CC)CC triethylammonium (S)-7,7'-(((6-((4-hydroxyphenethyl)amino)-6-oxohexane-1,5-diyl)bis(azanediyl))bis(carbonyl))bis(6-hydroxynaphthalene-2-sulfonate)